C1(CC1)N(C1=C(C(=NC=N1)NC[C@H]1[C@H](CN(CC1)CC(=O)N)O)F)CC1=CC=C(C=C1)C(F)(F)F ((3R,4S)-4-(((6-(cyclopropyl(4-(trifluoromethyl)benzyl)amino)-5-fluoropyrimidin-4-yl)amino)methyl)-3-hydroxypiperidin-1-yl)acetamide